2,2,2-trifluoroethyl 2-[ethyl(1-naphthylmethyl)amino]-2-oxo-acetate C(C)N(C(C(=O)OCC(F)(F)F)=O)CC1=CC=CC2=CC=CC=C12